[C@@H]12N(C[C@@H](NC1)C2)C2=CC=CC(=N2)NC2=CC1=C(C=N2)SC(=N1)C1=CC(=CC=C1)C=1OC=NN1 6-[(1S,4S)-2,5-Diazabicyclo[2.2.1]heptan-2-yl]-N-{2-[3-(1,3,4-oxadiazol-2-yl)phenyl]-[1,3]thiazolo[5,4-c]pyridin-6-yl}pyridin-2-amine